C(C)O/C=C/C=1C=C(C=CC1OC)CC(=O)O {3-[(1E)-2-ethoxyethenyl]-4-methoxyphenyl}acetic acid